[Cl-].C(C)(C)C1=C(C(=CC=C1)C(C)C)[N+]1=CN(C=C1)C1=C(C=CC=C1C(C)C)C(C)C 1,3-bis-(2,6-diisopropyl-phenyl)-3H-imidazol-1-ium chloride